OC1=C(C(=O)N2CC3=CC(=CC=C3CC2)N(C(C=C)=O)C2CCN(CC2)C)C=C(C(=C1)OC)C(C)C N-(2-(2-Hydroxy-5-isopropyl-4-methoxybenzoyl)-1,2,3,4-tetrahydroisoquinolin-7-yl)-N-(1-methylpiperidin-4-yl)acrylamide